7-((4-fluoro-3-(4-(trifluoromethyl)piperidin-1-yl)phenyl)amino)-4-methyl-2H-benzo[b][1,4]oxazin-3(4H)-one FC1=C(C=C(C=C1)NC=1C=CC2=C(OCC(N2C)=O)C1)N1CCC(CC1)C(F)(F)F